N-(p-biphenyl-4-yl)-N-(o-terphenyl-4-yl)amine C1(=CC=C(C=C1)NC1=CC=C(C=C1)C=1C(=CC=CC1)C1=CC=CC=C1)C1=CC=CC=C1